N-[[6-(1-adamantylcarbamoyl)-6-azaspiro[2.5]octan-2-yl]methyl]furo[2,3-c]pyridine-2-carboxamide C12(CC3CC(CC(C1)C3)C2)NC(=O)N2CCC3(C(C3)CNC(=O)C3=CC=1C(=CN=CC1)O3)CC2